2,4,6-trimethylbenzoyl-epoxyphenylphosphine oxide CC1=C(C(=O)P(C2=C3C(=CC=C2)O3)=O)C(=CC(=C1)C)C